(S)-6-(4-(4-acryloyl-1-(methylsulfonyl)piperazin-2-yl)-6-chloropyridin-2-yl)-2-methoxy-N-methylpyrimidine-4-carboxamide C(C=C)(=O)N1C[C@@H](N(CC1)S(=O)(=O)C)C1=CC(=NC(=C1)Cl)C1=CC(=NC(=N1)OC)C(=O)NC